2,4,6-trimethyl-benzoyl-diethoxyphenyl-phosphine oxide CC1=C(C(=O)C2=C(C=CC=C2)P(OCC)(OCC)=O)C(=CC(=C1)C)C